NC1=NC=CC(=C1Cl)SC1=CN=C2C(=N1)NC(=N2)N2CCC1(CC2)[C@@H](C2=C(C=CC=C2C1)F)N (S)-1'-(6-((2-amino-3-chloropyridin-4-yl)thio)-1H-imidazo[4,5-b]pyrazin-2-yl)-7-fluoro-1,3-dihydrospiro[indene-2,4'-piperidin]-1-amine